2-bromo-3,4-dihydronaphthalen-1(2H)-one BrC1C(C2=CC=CC=C2CC1)=O